7-((5-((3S,4S)-4-amino-3-methyl-2-oxa-8-azaspiro[4.5]decan-8-yl)pyrazin-2-yl)thio)-2-benzyl-8-chloro-3,4-dihydroisoquinolin-1(2H)-one N[C@@H]1[C@@H](OCC12CCN(CC2)C=2N=CC(=NC2)SC2=CC=C1CCN(C(C1=C2Cl)=O)CC2=CC=CC=C2)C